tert-butyl (1S,4S)-5-((1-((benzyloxy)carbonyl) piperidin-4-yl)methyl)-2,5-diazabicyclo[2.2.1]heptane-2-carboxylate C(C1=CC=CC=C1)OC(=O)N1CCC(CC1)CN1[C@@H]2CN([C@H](C1)C2)C(=O)OC(C)(C)C